C(C)(C)(C)OC(=O)N1CCN(CC1)C(C)C1=CC2=C(OCO2)C=C1 4-(1-(benzo[d][1,3]dioxol-5-yl)ethyl)piperazine-1-carboxylic acid tert-butyl ester